isoNicotinate C(C1=CC=NC=C1)(=O)[O-]